Cl.Cl.CC(CN1CCNCC1)(C)O 2-Methyl-1-piperazin-1-ylpropan-2-ol dihydrochloride